4-(4-(methoxymethyl)-4-methyl-4H-benzo[d][1,3]oxazin-2-yl)-N,N-dipropylbenzenesulfonamide COCC1(C2=C(N=C(O1)C1=CC=C(C=C1)S(=O)(=O)N(CCC)CCC)C=CC=C2)C